CC1=C(C=CC=C1)C(C1=CC=C(C=C1)C(C)C)NC(=O)C1C(CCC1)C(=O)NCCC(=O)OC methyl 3-[(2-{[(2-methylphenyl) [4-(propan-2-yl)phenyl]methyl]carbamoyl}cyclopentyl)formamido]propanoate